C(C)OC(=C)C=1C=CC=2N(C1)N=CC2NC(=O)[C@H]2CCN(C1(CC1)C2)C(=O)C2=NNC(=C2)C2=CC(=NC=C2F)OC (7S)-N-[6-(1-ethoxyethenyl)pyrazolo[1,5-a]pyridin-3-yl]-4-[5-(5-fluoro-2-methoxypyridin-4-yl)-1H-pyrazole-3-carbonyl]-4-azaspiro[2.5]octane-7-carboxamide